Cl.ClCCN1CCOCC1 N-(2-Chloroethyl)morpholine hydrochloride